ClC=1C=C(C=NC1)C1=NC(=C2N=CN(C2=N1)[C@H]1[C@@H]([C@@H]([C@H](O1)C(=O)NC([2H])([2H])[2H])O)O)NCC=1N=NN(N1)C (2S,3S,4R,5R)-5-(2-(5-chloropyridin-3-yl)-6-((2-methyl-2H-tetrazol-5-yl)methylamino)-9H-purin-9-yl)-3,4-dihydroxy-N-(methyl-d3)-tetrahydrofuran-2-carboxamide